C1(CC1)N1N=CC(=C1)[C@@H]1OCC[C@@H](C1)C=1N=C(C=2N(C(C(=C(N2)C)C)=O)C1)C1CCC(CC1)(F)F 7-[(2R,4S)-2-(1-cyclopropylpyrazol-4-yl)tetrahydropyran-4-yl]-9-(4,4-difluorocyclohexyl)-2,3-dimethyl-pyrazino[1,2-a]pyrimidin-4-one